BrC=1C=CC(=C(C1)C#N)F 5-bromo-1-cyano-2-fluorobenzene